silicon Tetraformate C(=O)[O-].C(=O)[O-].C(=O)[O-].C(=O)[O-].[Si+4]